1H-1,3-benzodiazol-4-amine N1C=NC2=C1C=CC=C2N